OC=1C=C(C(=O)OC)C=CC1[C@H]1NCC[C@@H](C1)O methyl 3-hydroxy-4-((2S,4S)-4-hydroxypiperidin-2-yl)benzoate